NC=1C(=NN(C1C(F)F)C1CCC(CC1)C(=O)[O-])C (1R,4R)-4-(4-amino-3-Methyl (difluoromethyl)-1H-pyrazol-1-yl)cyclohexane-1-carboxylate